5-(2-(2,3-dihydrobenzo[b][1,4]dioxin-6-yl)vinyl)-2-hydroxy-3-methoxybenzaldehyde O1C2=C(OCC1)C=C(C=C2)C=CC=2C=C(C(=C(C=O)C2)O)OC